N(C(=O)N)N[C@@H](C)C(=O)O ureidoalanine